(R)-N4-(3-chloro-2-fluorophenyl)-7-((3-methyl-1-(oxetan-3-yl)pyrrolidin-3-yl)ethynyl)quinazoline-4,6-diamine ClC=1C(=C(C=CC1)NC1=NC=NC2=CC(=C(C=C12)N)C#C[C@@]1(CN(CC1)C1COC1)C)F